N1C=NC=C1 (R,S)-imidazole